C1(=CC=CC=C1)N(S(=O)(=O)C1=CC=CC=C1)SC(Cl)(Cl)Cl N-phenyl-N-(trichloromethyl-sulfenyl)-benzenesulfonamide